CC=1C=CC=2N(C3=CC=C(C=C3C2C1)C)CCCCP(O)(O)=O 4-(3,6-dimethyl-9H-carbazol-9-yl)butyl-phosphonic acid